4-methyl-N-[3-(4-methyl-imidazol-1-yl)-5-trifluoromethyl-phenyl]-3-(4-pyridin-3-yl-pyrimidin-2-ylamino)-benzamide monohydrochloride dihydrate O.O.Cl.CC1=C(C=C(C(=O)NC2=CC(=CC(=C2)C(F)(F)F)N2C=NC(=C2)C)C=C1)NC1=NC=CC(=N1)C=1C=NC=CC1